1-Bromo-4-(trifluoro-methoxy)-benzene BrC1=CC=C(C=C1)OC(F)(F)F